(4-(2-ethoxy-2-oxoethyl)-3-fluorophenyl)boronic acid C(C)OC(CC1=C(C=C(C=C1)B(O)O)F)=O